ClC=1C(=C(C(=NC1)C(F)(F)F)NC(\C=C\C1=CC=C2C=NNC2=C1F)=O)C (E)-N-(5-chloro-4-methyl-2-(trifluoromethyl)pyridin-3-yl)-3-(7-fluoro-1H-indazol-6-yl)acrylamide